pyridine-2,6-diylbis(p-toluenemethanol) N1=C(C=CC=C1CC1=CC=C(C=C1)CO)CC1=CC=C(C=C1)CO